ethyl-(phenyl)aminothiofluoride C(C)N(SF)C1=CC=CC=C1